1-Boc-4-aminopiperidine C(=O)(OC(C)(C)C)N1CCC(CC1)N